C(C1=CC=CO1)NCCNCC1=CC(=C(C(=C1)OC)OC)CNCCNCC1=CC=CO1 1,3-bis((2-furfurylaminoethyl)aminomethyl)-4,5-dimethoxybenzene